C(C)(C)(C)OC(=O)N(C1=NC=CC2=CC(=CC=C12)NCC=1C=CC(=NC1)OCC1CCN(CC1)C(=O)OCC1=CC=CC=C1)C(=O)OC(C)(C)C Benzyl 4-(((5-(((1-(bis(tert-butoxycarbonyl)amino)isoquinolin-6-yl)amino)methyl)pyridin-2-yl)oxy)methyl)piperidine-1-carboxylate